(E)-N-(4-((3-chloro-4-methoxyphenyl)amino)-3-cyano-7-ethoxy-2-methylquinolin-6-yl)-4-(dimethylamino)but-2-enamide ClC=1C=C(C=CC1OC)NC1=C(C(=NC2=CC(=C(C=C12)NC(\C=C\CN(C)C)=O)OCC)C)C#N